The molecule is a notoamide that is 7,7-dimethyl-1,7-dihydropyrano[2,3-g]indol-2(3H)-one which is substituted at position 3 by 3-methylbut-1-en-3-yl and [(3S,8aS)-1,4-dioxooctahydropyrrolo[1,2-a]pyrazin-3-yl]methyl groups (the all-S stereoisomer). Isolated from a mussel-derived Aspergillus species. It has a role as an antifouling biocide, an Aspergillus metabolite and a mycotoxin. It is a dipeptide, an indole alkaloid, a pyrrolopyrazine, a notoamide and an organic heterotricyclic compound. CC1(C=CC2=C(O1)C=CC3=C2NC(=O)[C@@]3(C[C@H]4C(=O)N5CCC[C@H]5C(=O)N4)C(C)(C)C=C)C